The molecule is a tripeptide composed of L-tryptophan, L-aspartic acid, and L-serine joined by peptide linkages. It has a role as a metabolite. It derives from a L-tryptophan, a L-aspartic acid and a L-serine. C1=CC=C2C(=C1)C(=CN2)C[C@@H](C(=O)N[C@@H](CC(=O)O)C(=O)N[C@@H](CO)C(=O)O)N